1-(2-(3-oxo-3-(4-(5-(trifluoromethyl)pyrimidin-2-yl)piperazin-1-yl)propoxy)ethyl)-1,5-dihydro-4H-pyrazolo[3,4-d]pyridazin-4-one O=C(CCOCCN1N=CC2=C1C=NNC2=O)N2CCN(CC2)C2=NC=C(C=N2)C(F)(F)F